C1(CCC1)NC(C[C@H](CCN1CCC(CC1)(F)F)NC(=O)C1=NN(C(=C1)C1=C(C=CC=C1OC)OC)C1CCCC1)=O (3S)-N-cyclobutyl-3-{[1-cyclopentyl-5-(2,6-dimethoxyphenyl)-1H-pyrazol-3-yl]formamido}-5-(4,4-difluoropiperidin-1-yl)pentanamide